CC=1SC(=C(N1)OC1=C(C=C(C2=CC=CC=C12)NC(CC(F)(F)F)=O)C)C1=NC(=NC=C1)N[C@@H]1CN(CCC1)C(=O)OC(C)(C)C tert-butyl (3S)-3-[[4-[2-methyl-4-[[2-methyl-4-(3,3,3-trifluoropropanoylamino)-1-naphthyl]oxy]thiazol-5-yl]pyrimidin-2-yl]amino]piperidine-1-carboxylate